2-(diethylamino)-N-(6-(1-methyl-5-(piperidin-1-ylmethyl)-1H-pyrazol-4-yl)isoquinolin-3-yl)acetamide C(C)N(CC(=O)NC=1N=CC2=CC=C(C=C2C1)C=1C=NN(C1CN1CCCCC1)C)CC